(3S,7S,8aS)-3-(4-chlorobenzyl)-2-(1-(4-methylpyrimidin-2-yl)piperidin-4-yl)octa-hydropyrrolo[1,2-a]pyrazin ClC1=CC=C(C[C@@H]2N(C[C@H]3N(C2)CCC3)C3CCN(CC3)C3=NC=CC(=N3)C)C=C1